N1C=CC2=CC(=CC=C12)CC(C(=O)N1CCN(CC1)CC(C)C)NC(=O)N1CCC(CC1)N1C(NC2=C1C=CC=C2)=O 4-(2-Oxo-2,3-dihydro-benzoimidazol-1-yl)-piperidine-1-carboxylic acid [1-(1H-indol-5-ylmethyl)-2-(4-isobutyl-piperazin-1-yl)-2-oxo-ethyl]-amide